OC[C@H](C1=CC=CC=C1)NC1=NC(=NC=C1C=1OC(=NN1)C)NC1=CC=C2C(NN(C2=C1)C)=O (S)-6-((4-((2-hydroxy-1-phenylethyl)amino)-5-(5-methyl-1,3,4-oxadiazol-2-yl)pyrimidin-2-yl)amino)-1-methyl-1,2-dihydro-3H-indazol-3-one